2-(Chloromethyl)-6-ethyl-5-(3-hydroxypropyl)pyrimidin-4-ol ClCC1=NC(=C(C(=N1)O)CCCO)CC